C(C)(C)(C)OC(=O)N1C(=CC2=CC(=CC=C12)O[Si](C)(C)C(C)(C)C)OB(O)O (1-(tert-butoxycarbonyl)-5-((tert-butyldimethylsilyl)oxy)-1H-indol-2-yl)boric acid